ClC1=C(C=CC=C1NC(=O)C=1N(C2=C(CN(CC2)C)N1)CC)C1=C(C(=CC=C1)C1=NC(=C(C=C1)CNC1COC1)OC)Cl N-(2,2'-dichloro-3'-(6-methoxy-5-((oxetan-3-ylamino)methyl)pyridin-2-yl)-[1,1'-biphenyl]-3-yl)-1-ethyl-5-methyl-4,5,6,7-tetrahydro-1H-imidazo[4,5-c]pyridine-2-carboxamide